P(=O)(O)(O)O.C(C)[SiH](CC)CC.C(C)[SiH](CC)CC.C(C)[SiH](CC)CC tri(triethyl-silane) phosphate